C12CC(CC(CC1)N2)OC=2N=CC=1N=CN=C(C1N2)NC2=CC(=C(C=C2)OC2=CC=1N(C=C2)N=CN1)C 6-((endo-8-Azabicyclo[3.2.1]octan-3-yl)oxy)-N-(4-([1,2,4]triazolo[1,5-a]pyridin-7-yloxy)-3-methylphenyl)pyrimido[5,4-d]pyrimidin-4-amine